ClC=1C(=NC(=NC1)NC=1C=C(C(=CC1)N(C)CCN(C)C)N)C1=CNC2=C(C=CC=C12)C N4-(5-chloro-4-(7-methyl-1H-indol-3-yl)pyrimidin-2-yl)-N1-(2-(dimethylamino)ethyl)-N1-methylbenzene-1,2,4-triamine